(2'-hydroxy-3'-tert-butyl-5-methylphenyl)-5-chlorobenzotriazole OC1=C(C=C(C=C1C(C)(C)C)C)C1=C(C=CC=2NN=NC21)Cl